(((R)-1-(dimethylamino)-3-(2-(3-methoxyphenethyl) phenoxy) propan-2-yl) oxy) methylisopropyl (S)-fluorophosphate [P@@](=O)(OO[C@H](CN(C)C)COC1=C(C=CC=C1)CCC1=CC(=CC=C1)OC)(OC(C)(C)C)F